tert-butyl (R)-8-methyl-3-(3-methyl-1,2,4-thiadiazol-5-yl)-1-(2-oxopyrrolidin-1-yl)-5,6-dihydroimidazo[1,5-a]pyrazine-7(8H)-carboxylate C[C@@H]1C=2N(CCN1C(=O)OC(C)(C)C)C(=NC2N2C(CCC2)=O)C2=NC(=NS2)C